6-(3-aminopyrazin-2-yl)-N,N-bis(4-methoxybenzyl)pyrimidin-4-amine NC=1C(=NC=CN1)C1=CC(=NC=N1)N(CC1=CC=C(C=C1)OC)CC1=CC=C(C=C1)OC